2,4,6-triethylbenzene-1,3,5-trimethylamine tri-hydrochloride Cl.Cl.Cl.C(C)C1=C(C(=C(C(=C1CN)CC)CN)CC)CN